COC=1C=C(C=CC1OC)C1=CC(C=2C(=C3C=CC(OC3=CC2O)(C)C)O1)=O 2-(3,4-dimethoxyphenyl)-5-hydroxy-8,8-dimethyl-4H,8H-pyrano[2,3-f]chromen-4-one